4-chlorobenzyl (4-(1-(isonicotinamido)ethyl)phenyl)carbamate C(C1=CC=NC=C1)(=O)NC(C)C1=CC=C(C=C1)NC(OCC1=CC=C(C=C1)Cl)=O